(E)-2-(4-(diphenylamino)benzyl)-5-methoxy-1-indenone C1(=CC=CC=C1)N(C1=CC=C(CC=2C(C3=CC=C(C=C3C2)OC)=O)C=C1)C1=CC=CC=C1